(E)-1-piperidinyl-3-(2-hydroxyphenyl)-2-propen-1-one N1(CCCCC1)C(\C=C\C1=C(C=CC=C1)O)=O